heptane trifluoroacetate salt FC(C(=O)O)(F)F.CCCCCCC